Sodium potassium magnesium [Mg].[K].[Na]